COC=1C(OC(=CC1N(C)[C@H]1[C@H](CCC1)OC)C(=O)NC=1SC(=NN1)N1N=CC=C1C)=O 3-methoxy-4-(((1R,2S)-2-methoxycyclopentyl)(methyl)amino)-N-(5-(5-methyl-1H-pyrazol-1-yl)-1,3,4-thiadiazol-2-yl)-2-oxo-2H-pyran-6-carboxamide